COC1=CC=2N(N=C1N1C(CCC1)=O)C(=CN2)C2=CC=CC(=N2)N[C@H]2CN(CCC2)C(=O)OC(C)(C)C tert-butyl (3R)-3-[[6-[7-methoxy-6-(2-oxopyrrolidin-1-yl)imidazo[1,2-b]pyridazin-3-yl]-2-pyridyl]amino]piperidine-1-carboxylate